2-(2-Aminopyridin-4-yl)-N-(6-(1-isopropyl-1H-pyrazol-4-yl)-2,2-dimethyl-2,3-dihydrobenzofuran-5-yl)oxazole-4-carboxamide NC1=NC=CC(=C1)C=1OC=C(N1)C(=O)NC=1C(=CC2=C(CC(O2)(C)C)C1)C=1C=NN(C1)C(C)C